5-hexanoyl-N-(pyridin-2-yl)picolinamide C(CCCCC)(=O)C=1C=CC(=NC1)C(=O)NC1=NC=CC=C1